6-(4-ethoxyphenyl)-N-(2-(2-fluoro-5-methoxypyridin-3-yl)ethyl)pyrazine-2-carboxamide C(C)OC1=CC=C(C=C1)C1=CN=CC(=N1)C(=O)NCCC=1C(=NC=C(C1)OC)F